tert-Butyl 4-fluoro-2,3,7,8,10,10a-hexahydro-9H-isochromeno[1,8-cd]azepine-9-carboxylate FC1=C2CCOC3CN(CCC(=C32)C=C1)C(=O)OC(C)(C)C